Bis(2,4-dichlorobenzyl)peroxide ClC1=C(COOCC2=C(C=C(C=C2)Cl)Cl)C=CC(=C1)Cl